C(=C)C1=CC=C(CN2N=C(N=C2)C2=CC=C(C=C2)C2=NNC=N2)C=C1 1-(4-vinylbenzyl)-3,3'-(1,4-phenylene)bis(1H-1,2,4-triazole)